NC1=CC=C(C(=N1)[C@]1(N=C(O[C@@H](C1)C(F)(F)F)NC(OC(C)(C)C)=O)C)Cl tert-Butyl (4S,6S)-4-(6-amino-3-chloropyridin-2-yl)-4-methyl-6-(trifluoromethyl)-5,6-dihydro-4H-1,3-oxazin-2-ylcarbamate